C1(CCCC1)N1C(N(CC1)C1CNCCC1)=O cyclopentyl-3-(piperidine-3-yl)imidazoline-2-one